The molecule is a 9-HOTrE consisting of (10E,12Z,15Z)-octadecatrienoic acid in which the 9-hydroxy group has S-configuration. It has a role as a plant metabolite. CC/C=C\\C/C=C\\C=C\\[C@H](CCCCCCCC(=O)O)O